ClC=1C=CC(=NC1)C(=O)NC1(CCC1)C1=CC=C(C=C1)NC(=O)C1=CC(=CC=C1)Cl 5-chloro-N-(1-{4-[(3-chlorobenzene-1-carbonyl)amino]phenyl}cyclobutyl)pyridine-2-carboxamide